CN(C(C=CC1=NN2C(N(C(C(=C2O)C(=O)N)=O)CC(C)C)=C1)=O)C 3-(dimethylamino)-3-oxoprop-1-en-1-yl-7-hydroxy-4-isobutyl-5-oxo-4,5-dihydropyrazolo[1,5-a]pyrimidine-6-carboxamide